methyl-boron acrylate C(C=C)(=O)[O-].C[B+2].C(C=C)(=O)[O-]